COC1=C(CN2C=3N(C4=C(C2=O)CNCC4)C=CN3)C=CC(=C1)OC 4-(2,4-dimethoxybenzyl)-6,7,8,9-tetrahydroimidazo[1,2-a]pyrido[3,4-e]pyrimidin-5(4H)-one